C(=O)(O)CSCCCCCS(=O)CCCCCSCC(=O)O [5-(5-Carboxymethylsulfanyl-pentane-1-sulfinyl)-pentylsulfanyl]-acetic acid